2,3,3a,4,10,10a-hexahydro-1H,7H-dipyrrolo[3,4-b:3',4'-f][1,4,5]oxathiazocine-8-carboxamide C1NCC2NSC=3C(OCC21)=C(NC3)C(=O)N